2-[3,5-Dihydroxy-4-(3-phenylprop-2-enoyl)phenoxy]acetic acid OC=1C=C(OCC(=O)O)C=C(C1C(C=CC1=CC=CC=C1)=O)O